1-(hydroxymethyl)-3-(5-(5-methyl-2-oxo-3-phenylimidazolidin-1-yl)-1-oxoisoindolin-2-yl)piperidine-2,6-dione OCN1C(C(CCC1=O)N1C(C2=CC=C(C=C2C1)N1C(N(CC1C)C1=CC=CC=C1)=O)=O)=O